C(CCC)S butane-1-thiol